C(C)(C)(C)OC(=O)N(C1=C(C(=NN1[C@H]1C[C@@H](N(C1)C(=O)OC(C)(C)C)COC)C#C[Si](C)(C)C)C#N)C tert-butyl (2R,4S)-4-[5-[(tert-butoxycarbonyl)(methyl)amino]-4-cyano-3-[2-(trimethylsilyl)ethynyl]pyrazol-1-yl]-2-(methoxymethyl)pyrrolidine-1-carboxylate